4-((4-(Dimethylamino)phenyl)azo)benzoic acid, succinimidyl ester CN(C1=CC=C(C=C1)N=NC1=CC=C(C(=O)ON2C(CCC2=O)=O)C=C1)C